4-(3-(3-(ethylamino)-3-methyl-2-oxoindolin-1-yl)benzyl)phthalazin-1(2H)-one C(C)NC1(C(N(C2=CC=CC=C12)C=1C=C(CC2=NNC(C3=CC=CC=C23)=O)C=CC1)=O)C